(6-(2-chloro-5-fluorophenyl)-3-(2,2-difluoroethyl)-6-hydroxy-1-(methyl-d3)-8-oxo-3,6,7,8-tetrahydropyrrolo[3,4-e]indazol-5-yl)-3-fluoro-5-(trifluoromethyl)benzamide ClC1=C(C=C(C=C1)F)C1(NC(C=2C=3C(=NN(C3C=C(C21)C2=C(C(=O)N)C=C(C=C2F)C(F)(F)F)CC(F)F)C([2H])([2H])[2H])=O)O